CC1=C(C(=CC=C1)C1=CC=CC=C1)N methyl-1,1'-biphenyl-2-amine